NC=1C=C2CCN(CC2=CC1)C(=O)OC(C)(C)C 6-amino-2-N-t-butoxycarbonyl-1,2,3,4-tetrahydroisoquinoline